C1(CC1)C(=O)NC1=NC=C(C(=O)O)C(=C1)NC=1C(=C2C(=NN(C2=CC1)C)CC)OC 6-(Cyclopropanecarboxamido)-4-((3-ethyl-4-methoxy-1-methyl-1H-indazol-5-yl)amino)nicotinic acid